C(C)(C)(C)OC(NC1CC=C(CC1)C1=CC(=NC(=C1)C)C)=O (4-(2,6-dimethylpyridin-4-yl)cyclohex-3-en-1-yl)carbamic acid tert-butyl ester